(1R,13R,15R)-15-(6-amino-2-fluoro-9H-purin-9-yl)-13-ethynyl-2,9,11,14-tetraoxabicyclo[11.3.0]hexadecane-3,10-dione NC1=C2N=CN(C2=NC(=N1)F)[C@@H]1O[C@@]2(COC(OCCCCCC(O[C@@H]2C1)=O)=O)C#C